4-(3-(2,4-difluoro-3-(propylsulfonamido)benzoyl)-1H-pyrrolo[2,3-b]pyridin-5-yl)benzoic acid FC1=C(C(=O)C2=CNC3=NC=C(C=C32)C3=CC=C(C(=O)O)C=C3)C=CC(=C1NS(=O)(=O)CCC)F